[N+](=O)([O-])C1=CC=C(CC(CN)N)C=C1 2-(4-nitrobenzyl)-ethylenediamine